2-Chloro-1-(4-(4-((1-(2-chlorophenyl)-3-hydroxypropyl)amino)-6-(methylamino)-1,3,5-triazin-2-yl)piperazin-1-yl)ethan-1-one ClCC(=O)N1CCN(CC1)C1=NC(=NC(=N1)NC(CCO)C1=C(C=CC=C1)Cl)NC